3-(4-chloro-2-methylphenoxy)-N-(3-sulfonylphenyl)quinoxaline-2-carboxamide ClC1=CC(=C(OC=2C(=NC3=CC=CC=C3N2)C(=O)NC=2CC(C=CC2)=S(=O)=O)C=C1)C